(2S,6R)-1,2,6-trimethyl-4-(6-(trimethylstannyl)pyridin-2-yl)piperazine CN1[C@H](CN(C[C@H]1C)C1=NC(=CC=C1)[Sn](C)(C)C)C